tert-butyl (7RS)-7-((benzyloxy)methyl)-2-(4-fluorophenyl)-6,7-dihydropyrazolo[1,5-a]pyrazine-5(4H)-carboxylate C(C1=CC=CC=C1)OC[C@H]1CN(CC=2N1N=C(C2)C2=CC=C(C=C2)F)C(=O)OC(C)(C)C |r|